C(C(=O)O)(=O)O.C(CO)O Ethylene glycol oxalate